1-(1-(5-chloro-2-(difluoromethoxy)phenyl)-6-(pyrazolo[1,5-a]pyrimidin-3-yl)-1H-pyrazolo[4,3-c]pyridin-3-yl)-N-methylmethanamine ClC=1C=CC(=C(C1)N1N=C(C=2C=NC(=CC21)C=2C=NN1C2N=CC=C1)CNC)OC(F)F